N,N'-Di(4-(Dimethylamino)benzyl)-1,2-ethandiamin CN(C1=CC=C(CNCCNCC2=CC=C(C=C2)N(C)C)C=C1)C